N1=NC(=CC=C1)C=1C=C(C(=O)O)C=CC1NC1=CC=C(C=C1)C(F)(F)F 3-pyridazin-3-yl-4-[4-(trifluoromethyl)anilino]benzoic acid